[Cl-].C(CC)[N+]1(CCCC1)CCCC 1-Propyl-1-butylpyrrolidinium chlorid